C(CCC)C1=CC=C(C=C1)NC1CCC(CC1)NC(OC(C)(C)C)=O tert-butyl (4-((4-butylphenyl)amino)cyclohexyl)carbamate